2-[2-(3,3-difluoropyrrolidin-1-yl)-4-iodo-3-pyridyl]-1,4,6,7-tetrahydropyrano[3,4-d]imidazole FC1(CN(CC1)C1=NC=CC(=C1C=1NC2=C(N1)COCC2)I)F